N-(2-fluoro-2-methylpropyl)-5-(3-methyl-[1,2,4]triazolo[4,3-a]pyridin-6-yl)-7H-pyrrolo[2,3-d]pyrimidin-2-amine FC(CNC=1N=CC2=C(N1)NC=C2C=2C=CC=1N(C2)C(=NN1)C)(C)C